6-[5-(6-methyl-2-pyridyl)-1H-imidazol-4-yl]-3-[6-(piperazin-1-ylmethyl)-3-pyridyl]quinoline CC1=CC=CC(=N1)C1=C(N=CN1)C=1C=C2C=C(C=NC2=CC1)C=1C=NC(=CC1)CN1CCNCC1